N-((S)-1-(((R)-1-((5R,7R)-5,7-dimethyl-4-oxo-1,3,6,2-dioxazaborocan-2-yl)-3-methylbutyl)amino)-1-oxo-3-phenylpropan-2-yl)pyrazine-2-carboxamide C[C@@H]1C(OB(OC[C@H](N1)C)[C@H](CC(C)C)NC([C@H](CC1=CC=CC=C1)NC(=O)C1=NC=CN=C1)=O)=O